ClC1=C(C=CC=C1)C1=NC(=NC2=CC=CC=C12)C(=O)O (2-Chlorophenyl)-2-quinazolinecarboxylic acid